6-cyano-2-(2-(4-ethyl-3-iodophenyl)propan-2-yl)-1H-indole-3-carboxylic acid Tert-butyl ester C(C)(C)(C)OC(=O)C1=C(NC2=CC(=CC=C12)C#N)C(C)(C)C1=CC(=C(C=C1)CC)I